2-cyclopropyl-4-fluoroaniline C1(CC1)C1=C(N)C=CC(=C1)F